(S)-tert-butyl 3-(((benzyloxy)carbonyl)amino)-4-(((S)-1-ethoxy-1-oxo-4-phenylbutan-2-yl)amino)-4-oxobutanoate C(C1=CC=CC=C1)OC(=O)N[C@@H](CC(=O)OC(C)(C)C)C(=O)N[C@H](C(=O)OCC)CCC1=CC=CC=C1